((1S,3s)-3-(2-((R)-1-aminoethyl)-4-fluorophenoxy)cyclobutyl)(methyl)carbamic acid tert-butyl ester C(C)(C)(C)OC(N(C)C1CC(C1)OC1=C(C=C(C=C1)F)[C@H](C)N)=O